5-chloropyridin-2-yl (3'R)-5',5'-difluoro-4-methyl-2-oxo[1,3'-bipiperidine]-1'-carboxylate FC1(C[C@H](CN(C1)C(=O)OC1=NC=C(C=C1)Cl)N1C(CC(CC1)C)=O)F